2-(4-((3-chloro-5-fluoropyridin-2-yl)methyl)piperazin-1-yl)-6-fluoro-4-isobutylbenzonitrile ClC=1C(=NC=C(C1)F)CN1CCN(CC1)C1=C(C#N)C(=CC(=C1)CC(C)C)F